BrC1=NC(=CC=C1)C=CCC 2-bromo-6-(but-1-en-1-yl)pyridine